2,2-dimethoxy-6-oxo-7-azaspiro[3.5]nonane-7-carboxylic acid tert-butyl ester C(C)(C)(C)OC(=O)N1C(CC2(CC(C2)(OC)OC)CC1)=O